8-(dimethylamino)-8-(3-fluorophenyl)-3-(1-methyl-3-(thiophen-2-yl)-1H-pyrazol-5-yl)-1,3-diazaspiro[4.5]decan-2-one CN(C1(CCC2(CN(C(N2)=O)C2=CC(=NN2C)C=2SC=CC2)CC1)C1=CC(=CC=C1)F)C